4-amino-3,3-dimethylbutyltrimethoxyethylsilane NCC(CC[SiH2]CC(OC)(OC)OC)(C)C